N-((6-chloro-3-(N-morpholinyl)pyridin-2-yl)methyl)-N-ethyl-ethylamine ClC1=CC=C(C(=N1)CN(CC)CC)N1CCOCC1